C1(CC1)C=1N(C(=CN1)C1=CC=CC=C1)C 2-cyclopropyl-1-methyl-5-phenyl-1H-imidazole